C(C)(C)(C)OC(=O)N1C(C2(C1)CNC2)CCOC=2C=C1C(N(C(C1=CC2)=O)C2C(NC(CC2)=O)=O)=O [2-[2-(2,6-dioxo-3-piperidyl)-1,3-dioxo-isoindolin-5-yl]oxyethyl]-2,6-diazaspiro[3.3]heptane-2-carboxylic acid tert-butyl ester